4-((5-bromopyrimidin-2-yl)oxy)-2-methylbutan-2-ol BrC=1C=NC(=NC1)OCCC(C)(O)C